2-heptanol CC(CCCCC)O